The molecule is a tripeptide composed of L-leucine, L-leucine and L-tyrosine joined in sequence by peptide linkages. It derives from a L-tyrosine and a L-leucine. CC(C)C[C@@H](C(=O)N[C@@H](CC(C)C)C(=O)N[C@@H](CC1=CC=C(C=C1)O)C(=O)O)N